C(C1=CC=CC=C1)OC(=O)NC1CC(CCC1(F)F)CC=1N=C2N(N=CC(=C2)C2OCCC(C2)C(=O)[O-])C1 2-[(M-benzyloxycarbonylamino(4,4-difluorocyclohexyl)methyl)imidazo[1,2-b]pyridazin-7-yl]tetrahydropyran-4-carboxylate